Perfluoro-2,5-diazahexane FC(N(C(C(N(C(F)(F)F)F)(F)F)(F)F)F)(F)F